3-(5-((9-benzhydryl-3,9-diazaspiro[5.5]undec-3-yl)methyl)-6-fluoro-1-oxoisoindolin-2-yl)piperidine-2,6-dione C(C1=CC=CC=C1)(C1=CC=CC=C1)N1CCC2(CCN(CC2)CC=2C=C3CN(C(C3=CC2F)=O)C2C(NC(CC2)=O)=O)CC1